4-[4-[[(4S)-8-chlorochroman-4-yl]carbamoylamino]thiazol-2-yl]-2-fluoro-benzamide ClC=1C=CC=C2[C@H](CCOC12)NC(=O)NC=1N=C(SC1)C1=CC(=C(C(=O)N)C=C1)F